1,3-bis[(3,4-dicarboxy)benzoyl]benzene C(=O)(O)C=1C=C(C(=O)C2=CC(=CC=C2)C(C2=CC(=C(C=C2)C(=O)O)C(=O)O)=O)C=CC1C(=O)O